CC1(OC(=CC(O1)=O)CC(C)=O)C 2,2-bisMethyl-6-(2-oxopropyl)-4H-1,3-dioxin-4-one